1-Undecyl-2-ethylpyrrolidinium acetat C(C)(=O)[O-].C(CCCCCCCCCC)[NH+]1C(CCC1)CC